C(C)(C)(C)NS(=O)(=O)C=1SC(=CC1B(O)O)CC(C)C (2-(N-(tert-butyl)sulfamoyl)-5-isobutylthiophene-3-yl)boronic acid